BrC1=CC(=CC(=C1)OC(F)(F)F)Br 1,3-dibromo-5-(trifluoromethoxy)benzene